cis-4-hydroxytetrahydro-2H-pyran-2-carboxylic acid isopropyl ester C(C)(C)OC(=O)[C@@H]1OCC[C@@H](C1)O